ClC1=CC=C(C=C1)N1C(=NN=C1C)[C@@H]1CC[C@H](CC1)OC1=NC=CC=C1 trans-2-(4-(4-(4-Chlorophenyl)-5-methyl-4H-1,2,4-triazol-3-yl)cyclohexyloxy)pyridin